C(C)C1NC(C2(CCN(C2)C(=O)OC(C)(C)C)C1)=O tert-butyl 8-ethyl-6-oxo-2,7-diazaspiro[4.4]nonane-2-carboxylate